bromo-4-nitrophenylether BrC1=C(C=CC(=C1)[N+](=O)[O-])OC1=C(C=C(C=C1)[N+](=O)[O-])Br